B(C1=CC2=CC=CC=C2N1S(=O)(=O)C3=CC=C(C=C3)C)(O)O 1-(P-TOLUENESULFONYL)-INDOLE-2-BORONIC ACID